4-(3-(3-fluoro-7-methoxy-1-methyl-9H-pyrido[3,4-b]indol-9-yl)propyl)piperazine-1-carboxylic acid tert-butyl ester C(C)(C)(C)OC(=O)N1CCN(CC1)CCCN1C2=C(C3=CC=C(C=C13)OC)C=C(N=C2C)F